FC1=C(CC=2C=C3C=NN(C3=CC2C(=O)O)CC(C)C)C=CC(=C1)F 5-(2,4-difluorobenzyl)-1-isobutyl-1H-indazole-6-carboxylic acid